(l)-2-oxo-1,2-dihydro-1,5-naphthyridine-3-carbonitrile O=C1NC2=CC=CN=C2C=C1C#N